N-(6-(7,7-difluoro-2-((2S,3R)-3-hydroxy-2-methylazetidin-1-yl)-6,7-dihydro-5H-cyclopenta[d]pyrimidin-4-yl)-4-methoxy-2,3-dihydrobenzofuran-3-yl)methanesulfonamide FC1(CCC2=C1N=C(N=C2C2=CC1=C(C(CO1)NS(=O)(=O)C)C(=C2)OC)N2[C@H]([C@@H](C2)O)C)F